N-Heptylpyrrolium methansulfonat CS(=O)(=O)[O-].C(CCCCCC)[NH+]1C=CC=C1